C1(=CC=CC=C1)C1C2C=CC(C1)C2 5-phenyl-bicyclo[2.2.1]hepta-2-ene